COC1=CC=C(C=C(C(=O)OC)C(=O)OC)C=C1 dimethyl (p-methoxybenzylidene)malonate